C1(CC1)C1=CN(C=2N=CN=C(C21)N2[C@H](CN(CC2)C(=O)OC(C)(C)C)C)C2CC(C2)C(=O)OC tert-Butyl (S)-4-(5-cyclopropyl-7-(3-(methoxycarbonyl)cyclobutyl)-7H-pyrrolo[2,3-d]pyrimidin-4-yl)-3-methylpiperazine-1-carboxylate